C(C)C1=C(C=NC=C1)C=1C=NC=2CCN(CC2C1)C=1C(=C(C=2N(N1)C(C=CN2)=O)C)C 7-(3-(4-ethylpyridin-3-yl)-7,8-dihydro-1,6-naphthyridin-6(5H)-yl)-8,9-dimethyl-4H-pyrimido[1,2-b]pyridazin-4-one